ON1C(=O)C2=C3CCC(C2C1=O)C3 N-Hydroxy-5-endo-norbornene-2,3-dicarboximide